5-(3-(6-((4-(2-(2,6-Dioxopiperidin-3-yl)-1-oxoisoindolin-4-yl)but-3-yn-1-yl)carbamoyl)pyridin-3-yl)isoquinolin-8-yl)-7-ethyl-N,1-dimethyl-1H-indole-3-carboxamide O=C1NC(CCC1N1C(C2=CC=CC(=C2C1)C#CCCNC(=O)C1=CC=C(C=N1)C=1N=CC2=C(C=CC=C2C1)C=1C=C2C(=CN(C2=C(C1)CC)C)C(=O)NC)=O)=O